(S)-N-((R)-2-(difluoromethoxy)-1-(3-(trifluoromethoxy)phenyl)ethyl)-3-hydroxy-3-(1-(trifluoromethyl)cyclopropyl)propanamide FC(OC[C@@H](C1=CC(=CC=C1)OC(F)(F)F)NC(C[C@@H](C1(CC1)C(F)(F)F)O)=O)F